OC(C(=O)O)(C(C)O)C 2,3-dihydroxy-2-methylbutyric acid